FC1=CC=C2C(=NC(=NC2=C1)CNC(C=C)=O)C1=CC=C(C=C1)C(F)(F)F N-((7-fluoro-4-(4-(trifluoromethyl)phenyl)quinazolin-2-yl)methyl)acrylamide